N-((R)-1-acetamidoprop-2-yl)-8-(4-(trifluoromethyl)cyclohex-1-en-1-yl)quinoline-3-carboxamide C(C)(=O)NC[C@@H](C)NC(=O)C=1C=NC2=C(C=CC=C2C1)C1=CCC(CC1)C(F)(F)F